CC=1C=C2C(NC(=NC2=CC1)CSC1CCOCC1)=O 6-methyl-2-(((tetrahydro-2H-pyran-4-yl)thio)methyl)quinazolin-4(3H)-one